C12(C(C(C(C(C1(C(F)(F)F)F)(F)F)(F)F)(F)F)(C(C(C(C2(F)F)(F)F)(F)F)(F)F)F)F heptadecafluorodecahydro(trifluoromethyl)naphthalene